(R)-N-((S)-1-(5-bromo-1-((2-(trimethylsilyl)ethoxy)methyl)-1H-imidazol-2-yl)-6-(2-ethyl-1,3-dioxolan-2-yl)hexyl)-N-(cyclopropylmethyl)-2-methylpropane-2-sulfinamide BrC1=CN=C(N1COCC[Si](C)(C)C)[C@H](CCCCCC1(OCCO1)CC)N([S@](=O)C(C)(C)C)CC1CC1